3-(7-chloro-4-(1H-imidazol-1-yl)quinolin-2-yl)-5-methoxybenzoic acid ClC1=CC=C2C(=CC(=NC2=C1)C=1C=C(C(=O)O)C=C(C1)OC)N1C=NC=C1